7-chlorofuro[3,2-b]pyridine 4-oxide ClC1=C2C(=[N+](C=C1)[O-])C=CO2